BrC=1C=C(C(N(C1)C)=O)NC1=NN(C(=C1)CN(C1COC1)C)C 5-Bromo-1-methyl-3-(1-methyl-5-((methyl(oxetan-3-yl)amino)methyl)-1H-pyrazol-3-ylamino)pyridin-2(1H)-one